ClC1=NC(=C(C(=N1)N1C[C@@](CCC1)(O)C)F)OC[C@]12CCCN2C[C@@H](C1)F (3R)-1-(2-chloro-5-fluoro-6-{[(2R,7aS)-2-fluorotetrahydro-1H-pyrrolizin-7a(5H)-yl]methoxy}pyrimidin-4-yl)-3-methylpiperidin-3-ol